2-((R)-2,2-Difluoro-1-methyl-ethyl)-5-[1-(2-fluoro-6-methyl-phenyl)-piperidin-4-yl]-7-(2-trifluoromethyl-benzyl)-2,4,5,7-tetrahydro-pyrazolo[3,4-d]pyrimidin-6-on FC([C@@H](C)N1N=C2N(C(N(CC2=C1)C1CCN(CC1)C1=C(C=CC=C1C)F)=O)CC1=C(C=CC=C1)C(F)(F)F)F